methyl (S)-3-isopropyl-4-(pyridin-4-yl)-2,3,4,5-tetrahydrobenzo[f][1,4]oxazepine-8-carboxylate C(C)(C)[C@H]1COC2=C(CN1C1=CC=NC=C1)C=CC(=C2)C(=O)OC